C(C1=CC=CC=C1)SC(=S)SCCC(=O)O 3-(benzylsulfanylthiocarbonylsulfanyl)propanoic acid